ClC1=NC(=NC(=C1CC)OC1=CC=C(C=C1)N1CCNCC1)NS(=O)(=O)C=1C=NN(C1)C N-[4-chloro-5-ethyl-6-(4-piperazin-1-ylphenoxy)pyrimidin-2-yl]-1-methyl-pyrazole-4-sulfonamide